ClC=1C=C(C=CC1)[C@@H](CN(C)CCOC)N1C(C=C(C=C1)C1=CNC2=NC=C(C=C21)N2CCOCC2)=O (S)-1-(1-(3-Chlorophenyl)-2-((2-methoxyethyl)(methyl)amino)ethyl)-4-(5-morpholino-1H-pyrrolo[2,3-b]pyridin-3-yl)pyridin-2(1H)-one